3,5-dimethyl-2-pyrrole-carbaldehyde CC1=C(NC(=C1)C)C=O